(2-(((tert-Butoxycarbonyl)amino)methyl)-5-fluorophenyl)carbamic acid tert-butyl ester C(C)(C)(C)OC(NC1=C(C=CC(=C1)F)CNC(=O)OC(C)(C)C)=O